6-(dimethylamino)-N-((5-(2-methoxypyridin-4-yl)-2,3-dihydro-1H-inden-4-yl)carbamoyl)pyrazine-2-sulfonamide CN(C1=CN=CC(=N1)S(=O)(=O)NC(NC1=C2CCCC2=CC=C1C1=CC(=NC=C1)OC)=O)C